BrC1=NC=CC(=C1C)Br 2,4-dibromo-3-methylpyridine